NC=1SC(=NN1)SCC1=CC=CC=C1 2-amino-5-(benzylthio)-1,3,4-thiadiazole